C(C)C(C(=O)[O-])CCCC.C(C1=CC=CC=C1)[N+](CC)(C)C N-benzyl-N,N-dimethyl-N-ethylammonium 2-ethylhexanoate